5-PHENOXY-1(3H)ISOBENZOFURANONE O(C1=CC=CC=C1)C=1C=C2COC(C2=CC1)=O